OCC=1N=C2N(N=CC=C2NC(OC(C)(C)C)=O)C1 tert-butyl (2-(hydroxymethyl)imidazo[1,2-b]pyridazin-8-yl)carbamate